methyl (2-chlorophenyl) ((R)-3-(3-cyano-5-fluorophenoxy)-2-((octadecyloxy) methyl) propyl) phosphate P(=O)(OC)(OC1=C(C=CC=C1)Cl)OC[C@@H](COC1=CC(=CC(=C1)F)C#N)COCCCCCCCCCCCCCCCCCC